2,4-Dichloro-5-amino-pyrimidine ClC1=NC=C(C(=N1)Cl)N